NC1=NC=CC=C1S(=O)(=O)NC(=O)C=1C(=NC(=CC1)C1=CC=C(C=C1)OC(F)(F)F)N1C(C[C@@H](C1)C)(C)C N-[(2-Amino-3-pyridyl)sulfonyl]-6-[4-(trifluoromethoxy)phenyl]-2-[(4S)-2,2,4-trimethylpyrrolidin-1-yl]pyridin-3-carboxamid